F\C=C/C1CN(C1)C(C)=O 1-[3-[(Z)-2-fluorovinyl]azetidin-1-yl]ethanone